C1(=CC=CC=C1)CCCC1=CC=C2C(=N1)NC(N2)=O 5-(3-Phenyl-propyl)-1,3-dihydro-imidazo[4,5-b]pyridin-2-one